C(#N)C1=CC=C(C=C1)C1=CN=C2N1C=CC(=C2)C(=O)NCC=2C=NC(=CC2)C 3-(4-cyanophenyl)-N-[(6-methyl-3-pyridyl)methyl]imidazo[1,2-a]pyridine-7-carboxamide